tert-Butyl 4-({2-amino-1-[(2E)-4-(2-amino-5-carbamoyl-7-methoxy-1H-1,3-benzodiazol-1-yl)but-2-en-1-yl]-5-carbamoyl-1H-1,3-benzodiazol-7-yl}oxy)butanoate NC1=NC2=C(N1C\C=C\CN1C(=NC3=C1C(=CC(=C3)C(N)=O)OC)N)C(=CC(=C2)C(N)=O)OCCCC(=O)OC(C)(C)C